5-propynylamino-2'-deoxyuridine-5'-triphosphate P(O)(=O)(OP(=O)(O)OP(=O)(O)O)OC[C@@H]1[C@H](C[C@@H](O1)N1C(=O)NC(=O)C(=C1)NC#CC)O